1-(4-Bromophenyl)-3-methylenecyclobutane-1-carbonitrile BrC1=CC=C(C=C1)C1(CC(C1)=C)C#N